ClC1=CNC=2N=C(N=C(C21)OC[C@H]2CN(C[C@@H]2OC)C(C=C)=O)NC=2C=NN(C2)C 1-{(3R,4R)-3-[{{5-Chloro-2-[(1-methyl-1H-pyrazol-4-yl)amino]-7H-pyrrolo[2,3-d]pyrimidin-4-yl}oxy}methyl]-4-methoxypyrrolidin-1-yl}prop-2-en-1-one